C1(CCCCC1)OC1=CC=CC=C1 (cyclohexyloxy)-benzene